C(C(C)C)C1=C(C(=C(S1)S(=O)(=O)NC(OC[C@H](C)O)=O)C1=CC=C(C=C1)CN1C(=NC=C1)C(F)(F)F)C (2S)-2-hydroxypropyl ((5-isobutyl-4-methyl-3-(4-((2-(trifluoromethyl)-1H-imidazol-1-yl)methyl)phenyl)thiophen-2-yl)sulfonyl)carbamate